2,3-Dichloro-5-(trifluoro-methyl)pyridine ClC1=NC=C(C=C1Cl)C(F)(F)F